C(C)(=O)C1=CSC2=C1N=C(N(C2=O)C)N2CCCCC2 7-acetyl-3-methyl-2-(piperidin-1-yl)thieno[3,2-d]pyrimidin-4(3H)-one